C(C)OC(C(=CC1=CC(=C(C(=C1)C(C)(C)C)O)C(C)(C)C)C#N)=O 2-Cyano-3-(3,5-Di-Tert-Butyl-4-Hydroxyphenyl)-Acrylic Acid Ethyl Ester